BrC=1C2=C(SC1C=O)C=CC=C2 3-bromobenzo[b]thiophene-2-carbaldehyde